3-((4-ethoxyphenyl)sulfonamido)-N-(1-methyl-1H-pyrazol-4-yl)benzamide C(C)OC1=CC=C(C=C1)S(=O)(=O)NC=1C=C(C(=O)NC=2C=NN(C2)C)C=CC1